NCCN1N(C(C=2CN(CCC21)CC2=CC(=CC(=C2)F)F)=O)CC2=C(C=C(C=C2)F)Br 1-(2-aminoethyl)-2-(2-bromo-4-fluorobenzyl)-5-(3,5-difluorobenzyl)-1,2,4,5,6,7-hexahydro-3H-pyrazolo[4,3-c]pyridin-3-one